(R)-3-(2-chloro-4'-(2-oxopiperidin-1-yl)-[1,1'-biphenyl]-3-yl)-3-fluoropiperidine-2,6-dione ClC1=C(C=CC=C1[C@]1(C(NC(CC1)=O)=O)F)C1=CC=C(C=C1)N1C(CCCC1)=O